[N+](=O)([O-])C1=C(C=CC=C1)CCC (2-nitrophenyl)-propan